CC1=CC=C2C(=CNC2=C1C1=NC=CC=N1)S(=O)(=O)Cl 6-methyl-7-pyrimidin-2-yl-1H-indole-3-sulfonyl chloride